NC1=CC(=C(C=C1Cl)CO)Cl (4-amino-2,5-dichlorophenyl)methanol